O=C1NC(CCC1N1C(C2=CC=CC(=C2C1=O)NCCCCCCCCCCCCNC(OC(C)(C)C)=O)=O)=O tert-butyl (12-((2-(2,6-dioxopiperidin-3-yl)-1,3-dioxoisoindolin-4-yl)amino)dodecyl)carbamate